NC1=C(C=CC(=C1)F)NC(C1=CC=C(C=C1)CSC1=NN2C(C(=N1)NCC1=CC=C(C=C1)F)=CC=C2)=O N-(2-amino-4-fluorophenyl)-4-[[[4-[(4-fluorobenzyl)amino]pyrrolo[2,1-f][1,2,4]triazin-2-yl]thio]methyl]benzamide